CN1N=CC2=CC=C(C=C12)C=1C2=C(NN1)C1=C(C2)SC(=C1)C=1C=NC(=CC1)N1CCN(CC1)C 3-(1-methyl-1H-indazol-6-yl)-6-(6-(4-methyl-piperazin-1-yl)pyridin-3-yl)-1,4-dihydrothieno[2',3':4,5]cyclopenta[1,2-c]pyrazole